(S)-N-(1-(2-(1,1-difluoroethyl)pyrimidin-4-yl)-3-(3'-methyl-[1,3'-bipyrrolidin]-1'-yl)-1H-pyrazolo[4,3-c]pyridin-6-yl)acetamide FC(C)(F)C1=NC=CC(=N1)N1N=C(C=2C=NC(=CC21)NC(C)=O)N2C[C@](CC2)(N2CCCC2)C